tert-butyl N-[(10R,11E,14S)-10-methyl-9-oxo-3,8,16-triazatricyclo[13.3.1.02,7]nonadeca-1(19),2(7),3,5,11,15,17-heptaen-14-yl]carbamate C[C@H]\1C(NC=2C=CC=NC2C=2C=CN=C([C@H](C/C=C1)NC(OC(C)(C)C)=O)C2)=O